FC=1C=C(C=C(C1)F)[C@@H]1CC=NN1C(=O)N1CCN(CC1)C1=NC=C(C(=N1)C(=O)N1C[C@@H](CC1)N(C)C)F ((S)-5-(3,5-difluorophenyl)-4,5-dihydro-1H-pyrazol-1-yl)(4-(4-((R)-3-(dimethylamino)pyrrolidine-1-carbonyl)-5-fluoropyrimidin-2-yl)piperazin-1-yl)methanone